C[C@@]1(CN(CC1)[C@H]1CCC=2C1=NNC(C2C(F)(F)F)=O)C(=O)N2CCN(CC2)C2=NC=C(C#N)C=C2 6-(4-((R)-3-methyl-1-((S)-3-oxo-4-(trifluoromethyl)-3,5,6,7-tetrahydro-2H-cyclopenta[c]pyridazin-7-yl)pyrrolidine-3-carbonyl)piperazin-1-yl)nicotinonitrile